N1=CC(=CC=C1)CN1N=C(C=C1)C=1C=C(C=C(C1)C1=CC=CC=C1)CNC(C=C)=O N-((5-(1-(pyridin-3-ylmethyl)-1H-pyrazol-3-yl)-[1,1'-biphenyl]-3-yl)methyl)acrylamide